COC=1C=CC(=C(C(=O)O)C1)N1CCN(CC1)C 5-methoxy-2-(4-methylpiperazin-1-yl)benzoic acid